FC1=CC=C(C=C1)C(C(=O)O)=O 2-(4-fluorophenyl)-2-oxo-acetic acid